C(#N)C1(CC1)CS(=O)(=O)NC1=CC(=C(C=C1F)C1=C2C(=NC(=C1)NC(=O)C1CC1)NC=C2)F N-(4-(4-(((1-cyanocyclopropyl)methyl)sulfonylamino)-2,5-difluorophenyl)-1H-pyrrolo[2,3-b]pyridin-6-yl)cyclopropylcarboxamide